O1CC(C1)NC=1C=CC(=NC1)N N5-(oxetan-3-yl)pyridine-2,5-diamine